5-isopropyl-imidazolidine-2,4-dione C(C)(C)C1C(NC(N1)=O)=O